3-cyclopropyl-1-(2-fluoro-4-iodophenyl)-6,8-dimethyl-5-(2-methyl-3-nitrophenoxy)pyrido[2,3-d]pyrimidine-2,4,7-trione C1(CC1)N1C(N(C2=C(C1=O)C(=C(C(N2C)=O)C)OC2=C(C(=CC=C2)[N+](=O)[O-])C)C2=C(C=C(C=C2)I)F)=O